C(C)(C)N(C(C=C)=O)C(C)C Acrylic Acid N,N-Di-Iso-propylamide